C1(CC1)CNC(\C=C\C1=NC=2N(C(N(C(C2N1C)=O)C)=O)C)=O (E)-N-cyclopropylmethyl-3-(1,3,7-trimethyl-2,6-dioxo-2,3,6,7-tetrahydro-1H-purin-8-yl)acrylamide